CNC(OC1(CCCC1)CC1=C(N=CN1C)C1=NC=C(C=C1)Br)=O (4-(5-bromopyridin-2-yl)-1-methyl-1H-imidazol-5-yl)methylcyclopentyl (methyl)carbamate